CC1(CC1)N1C=C2C(N=CN=C2)=C(C1=C=O)C#N 6-(1-methylcyclopropyl)-7-carbonyl-6,7-dihydropyrido[4,3-d]pyrimidine-8-carbonitrile